C1N(CCC2=CC=CC=C12)C[C@H](CN1CCOC2=C(C1=O)C=CC(=C2)OC2CN(CCC2)C)O 4-[(2R)-3-(3,4-dihydro-1H-isoquinolin-2-yl)-2-hydroxy-propyl]-8-[(1-methyl-3-piperidyl)oxy]-2,3-dihydro-1,4-benzoxazepin-5-one